C(C1CO1)OC(C=CC)=O.NC1(CCCC1)C(=O)NC1=CC=C(C=C1)N 1-amino-N-(4-aminophenyl)cyclopentane-1-carboxamide glycidyl-butenoate